methyl 4,5-dihydrofuran-2-carboxylate O1C(=CCC1)C(=O)OC